(S)-6-(6-methoxy-1H-benzo[d]imidazol-2-yl)-2-methyl-7-((1-(pyrimidin-2-yl)ethyl)amino)-2H-pyrazolo[4,3-b]pyridin-5(4H)-one COC=1C=CC2=C(NC(=N2)C2=C(C=3C(NC2=O)=CN(N3)C)N[C@@H](C)C3=NC=CC=N3)C1